NCC1=C(CN2C(NC(C3=C2C=CN3)=O)=S)C=CC(=C1)OC (2-(aminomethyl)-4-methoxybenzyl)-2-thioxo-1,2,3,5-tetrahydro-4H-pyrrolo[3,2-d]pyrimidin-4-one